3-Isopropyl-cyclohexanone Ethyl-4-bromo-2,5-dimethylbenzoate C(C)OC(C1=C(C=C(C(=C1)C)Br)C)=O.C(C)(C)C1CC(CCC1)=O